(2S,4R)-4-hydroxy-1-[2-(4-hydroxy-1H-pyrazol-1-yl)-3-methylbutanoyl]-N-[(1S)-1-[4-(4-methyl-1,3-thiazol-5-yl)phenyl]ethyl]pyrrolidine-2-carboxamide O[C@@H]1C[C@H](N(C1)C(C(C(C)C)N1N=CC(=C1)O)=O)C(=O)N[C@@H](C)C1=CC=C(C=C1)C1=C(N=CS1)C